FS(=O)(=O)C=1C=C(C(=O)O)C=C(C1)S(=O)(=O)F 3,5-bis(fluorosulfonyl)benzoic acid